vinyl-naphthalenecarboxylic acid C(=C)C1=C(C2=CC=CC=C2C=C1)C(=O)O